6-(4-Fluoro-3-methylphenyl)-N-[(2-oxo-1H-pyridin-3-yl)sulfonyl]-2-[(4S)-2,2,4-trimethylpyrrolidin-1-yl]pyridin-3-carboxamid FC1=C(C=C(C=C1)C1=CC=C(C(=N1)N1C(C[C@@H](C1)C)(C)C)C(=O)NS(=O)(=O)C=1C(NC=CC1)=O)C